2-[[5-Bromo-3-[5-(trifluoromethyl)pyridazin-4-yl]pyrazol-1-yl]methoxy]ethyl-trimethylsilane BrC1=CC(=NN1COCC[Si](C)(C)C)C1=CN=NC=C1C(F)(F)F